benzisothiazole-6-carbaldehyde S1N=CC2=C1C=C(C=C2)C=O